FC1=CC2=C(C=CS2)C(=C1)N1CCN(CC1)CCC1=CC=C2CCC(N(C2=C1)COC(NCC1=CC=CC=C1)=O)=O (7-(2-(4-(6-fluorobenzothiophen-4-yl)piperazin-1-yl)ethyl)-2-oxo-3,4-dihydroquinoline-1(2H)-yl)methylbenzylcarbamate